C(C)(=O)N1CCC(CC1)NC1=CC(=NC(=N1)CC)C(=O)OC methyl 6-((1-acetylpiperidin-4-yl)amino)-2-ethylpyrimidine-4-carboxylate